C(C)(SC1=CC=CC=C1)=O S-phenyl ethanethioate